CSC1=C(C(=CC=C1)SC)SC 1,2,3-tris(methylthio)benzene